1-((1s,3s)-3-(3,3-dimethylpyrrolidin-1-yl)cyclobutyl)-1'-(oxetan-3-carbonyl)spiro[indoline-3,4'-piperidine] CC1(CN(CC1)C1CC(C1)N1CC2(CCN(CC2)C(=O)C2COC2)C2=CC=CC=C12)C